hexylphenylketon C(CCCCC)C(=O)C1=CC=CC=C1